C(C)(C)(C)OC(=O)N1C2CN(CC1CC2)CC2=C(N=C1N2C=CC=C1)C1=NC=C(C=C1)Cl tert.-Butyl-3-{[2-(5-chloropyridin-2-yl)imidazo-[1,2-a]pyridin-3-yl]methyl}-3,8-diazabicyclo[3.2.1]-octan-8-carboxylat